BrC[C@H](CC1CC1)NC(OC(C)(C)C)=O tert-butyl N-[(2S)-1-bromo-3-cyclopropylpropan-2-yl]carbamate